2-(4-hydroxybenzylidene)-6-hydroxybenzofuran-3(2H)-one OC1=CC=C(C=C2OC3=C(C2=O)C=CC(=C3)O)C=C1